C1[C@@H]([C@H]([C@@H]([C@H]([C@@H]1N)O)O)O)[NH3+] The molecule is an organic cation obtained by protonation of one of the two free amino groups of 2-deoxystreptamine. It is an ammonium ion derivative and an organic cation. It is a conjugate base of a 2-deoxystreptamine(2+). It is a conjugate acid of a 2-deoxystreptamine.